(N-(2-(2-amino-4-oxo-4,7-dihydro-3H-pyrrolo[2,3-d]pyrimidin-6-yl)ethyl)sulfamoyl)-N-(pyridin-2-yl)benzamide NC=1NC(C2=C(N1)NC(=C2)CCNS(=O)(=O)C2=C(C(=O)NC1=NC=CC=C1)C=CC=C2)=O